1,1,1-trimethylolpropan C(O)C(CC)(CO)CO